FC1(CC(C1)C1=NOC(=N1)CN1C=NC2=C(C1=O)C(=CC=N2)C)C2=CC=C(C=C2)F 3-((3-((1s,3s)-3-fluoro-3-(4-fluorophenyl)cyclobutyl)-1,2,4-oxadiazol-5-yl)methyl)-5-methylpyrido[2,3-d]pyrimidin-4(3H)-one